1-(4-((4-(2-acetoxy-3-chloropropoxy)-3,5-dichlorophenyl)sulfonyl)phenoxy)-3-methoxypropan-2-yl acetate C(C)(=O)OC(COC1=CC=C(C=C1)S(=O)(=O)C1=CC(=C(C(=C1)Cl)OCC(CCl)OC(C)=O)Cl)COC